[Si](C1=CC=CC=C1)(C1=CC=CC=C1)(C(C)(C)C)OC[C@@H](C1=NC(=NO1)C)NC(OC(C)(C)C)=O tert-butyl (S)-(2-((tert-butyldiphenylsilyl)oxy)-1-(3-methyl-1,2,4-oxadiazol-5-yl)ethyl)carbamate